3-(4-ethoxyphenyl)-1,4,2-dioxazol-5-one C(C)OC1=CC=C(C=C1)C1=NOC(O1)=O